NC=1N=C(C=2C(N1)=C(N(N2)CC2=C(C=C(C=C2)N2CCN(CC2)C(CCCCNC(CCCCCCCCCCCCCCCCC)=O)=O)OC)C)NCCCC N-(5-(4-(4-((5-amino-7-(butylamino)-3-methyl-2H-pyrazolo[4,3-d]pyrimidin-2-yl)methyl)-3-methoxyphenyl)piperazin-1-yl)-5-oxopentyl)stearamide